C1(=CC=CC=C1)\C=C(/C)\S(=O)(=O)F (E)-1-phenylprop-1-ene-2-sulfonyl fluoride